tert-Butyl 5-bromo-1H-indole-1-carboxylate BrC=1C=C2C=CN(C2=CC1)C(=O)OC(C)(C)C